CC1=NC=C(C(=C1)C1=CC=2N(C=C1)N=C(C2)NC=2C=NN(C2)C)OC[C@@H]2CNCCO2 5-[2-methyl-5-[[(2S)-morpholin-2-yl]methoxy]-4-pyridyl]-N-(1-methylpyrazol-4-yl)pyrazolo[1,5-a]pyridin-2-amine